2-(4-fluorobenzyl)aminobenzamide FC1=CC=C(CNC2=C(C(=O)N)C=CC=C2)C=C1